C1N(CCC2=CC=CC=C12)[C@H]1[C@@H](CN(CC1)C1=NC=NC(=C1)NC1=C(C=C(C=C1)F)OC)O trans-4-(3,4-dihydroisoquinolin-2(1H)-yl)-1-(6-((4-Fluoro-2-methoxyphenyl)amino)pyrimidin-4-yl)piperidin-3-ol